COC1CCN(CC1)C(C(C1=CC=CC=C1)N1C=NC2=C(C1=O)C=NN2)=O 5-(2-(4-methoxypiperidin-1-yl)-2-oxo-1-phenylethyl)-1,5-dihydro-4H-pyrazolo[3,4-d]pyrimidin-4-one